C1(CC1)C(=O)N1CCC(C1)N1N=NC(=C1CC)C1=CC=CC=C1 (cyclopropanecarbonyl)-4-(5-ethyl-4-phenyl-1H-1,2,3-triazol-1-yl)pyrrolidin